(2-aminobenzothiazol-6-yl)-2-methoxy-N-(1-(2-(trifluoromethoxy)phenyl)ethyl)nicotinamide NC=1SC2=C(N1)C=CC(=C2)C2=NC(=C(C(=O)NC(C)C1=C(C=CC=C1)OC(F)(F)F)C=C2)OC